COC1=CC=C(CC(C(=O)O)C)C=C1 p-methoxy-α-methylhydrocinnamic acid